di-tert-Butyl (7-(bromomethyl)quinazoline-2,4-diyl)bis((tertbutoxycarbonyl) carbamate) BrCC1=CC=C2C(=NC(=NC2=C1)N(C(OC(C)(C)C)=O)C(=O)OC(C)(C)C)N(C(OC(C)(C)C)=O)C(=O)OC(C)(C)C